C1(CCCCC1)C(C)N1C[C@@H](N(C[C@H]1C)C=1C=2C(N(C(C1)=O)C)=CN(N2)CC#N)C 2-(7-((2S,5R)-4-(1-cyclohexylethyl)-2,5-dimethylpiperazin-1-yl)-4-methyl-5-oxo-4,5-dihydro-2H-pyrazolo[4,3-b]pyridin-2-yl)acetonitrile